C1(=CC=CC=C1)[C@H]1N(CCC2=CC=CC=C12)C(=O)OC1CN2CCC1CC2 1-azabicyclo[2.2.2]oct-3-yl (1R)-1-phenyl-3,4-dihydro-1H-isoquinoline-2-carboxylate